cyanoethyl-pyrrolidone (cyanoethyl acetate) C(#N)CCCC(=O)O.C(#N)CCN1C(CCC1)=O